N1=C(C=CC=C1)C1CC2=CC=CC=C2C=C1 2-(pyridin-2-yl)-1H-Naphthalene